ClC=1N(N=CC1)C 3-chloro-2-methylpyrazol